(4-(3-fluoro-2-(trifluoromethyl)phenyl)piperidin-1-yl)(4,5,6,7-tetrahydro-1H-pyrazolo[4,3-c]pyridin-3-yl)methanone hydrochloride Cl.FC=1C(=C(C=CC1)C1CCN(CC1)C(=O)C1=NNC2=C1CNCC2)C(F)(F)F